ketomethanol O=CO